1-(3,4-dimethylphenyl)-8-methoxy-3-{4-methoxy-3-[2-(morpholin-4-yl)ethoxy]phenyl}-1H-pyrazolo[4,3-c]quinoline CC=1C=C(C=CC1C)N1N=C(C=2C=NC=3C=CC(=CC3C21)OC)C2=CC(=C(C=C2)OC)OCCN2CCOCC2